ClC1=C(C=C2C=C(N=CC2=C1)NC(=O)[C@@H]1[C@H](C1)C=1N(N=CC1)CC(C)C)N1CCN(CC1)[C@@]1(COC[C@@H]1O)C (1S,2S)-N-[7-chloro-6-[4-((3R,4R)-4-hydroxy-3-methyl-tetrahydrofuran-3-yl)piperazin-1-yl]-3-isoquinolyl]-2-(2-isobutylpyrazol-3-yl)cyclopropanecarboxamide